CC(CC)(C)C1=CC=C(C=C1)[I+]C1=CC=C(C=C1)C(CC)(C)C bis(4-(1,1-dimethylpropyl)phenyl)iodonium